OCCN1N=CC(=C1)NC1CC2(C1)CCN(CC2)C(=O)C=2C=NN1C=CC(=CC21)C {2-[1-(2-hydroxyethyl)-4-pyrazolylamino]-7-aza-7-spiro[3.5]nonyl}(5-methyl-1,7a-diaza-3-indenyl)methanone